[(2R,3R,4R,5R,6R)-5-acetamido-3,4-diacetoxy-6-(5-oxopentoxy)tetrahydropyran-2-yl]-methyl acetate C(C)(=O)OC[C@H]1O[C@H]([C@@H]([C@H]([C@H]1OC(C)=O)OC(C)=O)NC(C)=O)OCCCCC=O